N-[(2-Amino-3-pyridyl)sulfonyl]-6-(2-methoxy-4-pyridyl)-2-[(4S)-2,2,4-trimethylpyrrolidin-1-yl]pyridin-3-carboxamid NC1=NC=CC=C1S(=O)(=O)NC(=O)C=1C(=NC(=CC1)C1=CC(=NC=C1)OC)N1C(C[C@@H](C1)C)(C)C